1,3,4-trimethyl-pyridin-2-one HCl salt Cl.CN1C(C(=C(C=C1)C)C)=O